FC=1C=CC=C2C=C(NC12)C(=O)N1C[Si](C[C@H]1C(=O)N[C@H](C(=O)OC)C[C@H]1C(NCC1)=O)(C)C Methyl (S)-2-((R)-1-(7-fluoro-1H-indole-2-carbonyl)-3,3-dimethyl-1,3-azasilolidine-5-carboxamido)-3-((S)-2-oxopyrrolidin-3-yl)propanoate